2-((7-Bromonaphthalen-2-yl)oxy)-N-morpholinoacetamide BrC1=CC=C2C=CC(=CC2=C1)OCC(=O)NN1CCOCC1